FC1=C(C=CC(=C1)C1=CC2=C(N=C(N=C2)N[C@@H]2CNC[C@H](C2)F)N=C1)NS(=O)(=O)CC1=CC=CC=C1 N-(2-Fluoro-4-(2-(((3S,5S)-5-fluoropiperidin-3-yl)amino)pyrido[2,3-d]pyrimidin-6-yl)phenyl)-1-phenylmethanesulfonamide